CC(CC(CC(CC(CC)C(=O)[O-])C(=O)[O-])C(=O)[O-])C(=O)[O-] decane-2,4,6,8-tetracarboxylate